4-(N-methyl-N-(3-L-leucylamino-4-methoxyphenyl)-amino)coumarin CN(C1=CC(=C(C=C1)OC)NC([C@@H](N)CC(C)C)=O)C1=CC(OC2=CC=CC=C12)=O